4-((4-((benzyloxy)carbonyl)-5-methoxy-2,3-dimethylphenoxy)carbonyl)-3-hydroxy-2,5-dimethylphenyl-4-((4-(benzyloxy)-2-methoxy-6-methylbenzoyl)oxy)-3-bromo-2-hydroxy-5,6-dimethylbenzoate C(C1=CC=CC=C1)OC(=O)C1=C(C(=C(OC(=O)C2=C(C(=C(C=C2C)OC(C2=C(C(=C(C(=C2C)C)OC(C2=C(C=C(C=C2C)OCC2=CC=CC=C2)OC)=O)Br)O)=O)C)O)C=C1OC)C)C